2-(4-(4-nitrophenyl)piperazin-1-yl)-N-((tetrahydro-2H-pyran-2-yl)oxy)acetamide [N+](=O)([O-])C1=CC=C(C=C1)N1CCN(CC1)CC(=O)NOC1OCCCC1